The molecule is a member of the class of 1,3-dihydroimidazole-2-thiones that is 1,3-dihydro-2H-imidazole-2-thione in which one of the nitrogens is substituted by a 5,7-difluoro-1,2,3,4-tetrahydronaphthalen-2-yl group while the carbon adjacent to it is substituted by an aminomethyl group (the S enantiomer). It is a potent and selective inhibitor of both bovine and human dopamine beta-hydroxylase, an enzyme that catalyzes the conversion of dopamine to norepinephrine. It has a role as an EC 1.14.17.1 (dopamine beta-monooxygenase) inhibitor. It is a member of tetralins, an organofluorine compound, a primary amino compound and a member of 1,3-dihydroimidazole-2-thiones. C1CC2=C(C[C@H]1N3C(=CNC3=S)CN)C=C(C=C2F)F